C(C1=CC=CC=C1)(=O)OC[C@H]([C@@H]([C@H](CO)O)O)O [(2R,3R,4S)-2,3,4,5-tetrahydroxypentyl] benzoate